O.[Na].[Na].NC=1C=C(C=C2C=C(C=C(C12)S(=O)(=O)O)S(=O)(=O)O)S(=O)(=O)O 8-amino-1,3,6-naphthalentrisulfonic acid disodium hydrate